C(C)(C)(C)C1=CC=C(C=NN2C(=NN=C2C)S)C=C1 4-((4-tert-butylbenzylidene)amino)-5-methyl-4H-1,2,4-triazole-3-thiol